anti-mannose O=C[C@@H](O)[C@@H](O)[C@H](O)[C@H](O)CO